FC=1C=C(C=2N(C1)C=C(N2)C(=O)NC=2C=NC=CC2)C2=C(C=CC=C2)OCC(F)(F)F 6-fluoro-N-(pyridin-3-yl)-8-(2-(2,2,2-trifluoroethoxy)phenyl)imidazo[1,2-a]pyridine-2-carboxamide